S1C=CC2=C1[C@@H](OCC2)CNC (S)-1-(4,7-dihydro-5H-thieno[2,3-c]pyran-7-yl)-N-methylmethanamine